(R)-2-isothiocyanato-4-methyl-2-phenylpentanoate N(=C=S)[C@](C(=O)[O-])(CC(C)C)C1=CC=CC=C1